ClC1=CC=C(C=C1)S(=O)(=O)\N=C(/NCC(CS(N)(=O)=O)(C)C)\N1N=C([C@@H](C1)C1=CC=CC=C1)C1=CC=C(C=C1)F (R,E)-N'-((4-chlorophenyl)sulfonyl)-N-(2,2-dimethyl-3-sulfamoylpropyl)-3-(4-fluorophenyl)-4-phenyl-4,5-dihydro-1H-pyrazole-1-carboximidamide